[Cl-].C(C)[NH+](CCC[Si](OC)(OC)OC)CC N,N-diethyl-N-(3-trimethoxysilylpropyl)ammonium chloride